CON(C(CCC[C@H](C(=O)OCC1=CC=CC=C1)C)=O)C Benzyl (R)-6-(methoxy (methyl) amino)-2-methyl-6-oxohexanoate